2-hydroxy-4-(acryloyloxy-ethoxy)benzophenone OC1=C(C(=O)C2=CC=CC=C2)C=CC(=C1)OCCOC(C=C)=O